C12(C(CC3=CC=CC=C13)O)CCC1(CC2)OCCO1 2'',3''-dihydrodispiro[[1,3]dioxolane-2,1'-cyclohexane-4',1''-indene]-2''-ol